C(C)(=O)N1N=C(C(=C1CC1CC1)CC1=CC(=C(C=C1)S(=O)(=O)N(CC1=CC=C(C=C1)OC)CC1=CC=C(C=C1)OC)F)O 4-((1-acetyl-5-(cyclopropylmethyl)-3-hydroxy-1H-pyrazol-4-yl)methyl)-2-fluoro-N,N-bis(4-methoxybenzyl)benzenesulfonamide